N-(4-{6-[4,4,5,5-tetramethyl-1,3,2-dioxaborolan-2-yl]dibenzofuran-4-yl}phenyl)-9,9-dimethyl-9H-fluoren-2-amine CC1(OB(OC1(C)C)C1=CC=CC=2C3=C(OC21)C(=CC=C3)C3=CC=C(C=C3)NC3=CC=2C(C1=CC=CC=C1C2C=C3)(C)C)C